C(C1=CC=CC=C1)OC1=CC=C(C(=C1N1CC(NS1(=O)=O)=O)F)Br 5-(6-(benzyloxy)-3-bromo-2-fluorophenyl)-1,2,5-thiadiazolidin-3-one 1,1-dioxide